(E)-fluorenylmethoxycarbonyl-N'-trityl-L-asparagine-4-oxo-4-phenyl-2-buten-2-yl ester O=C(C=C(C)OC([C@@H](NC(=O)OCC1=CC=CC=2C3=CC=CC=C3CC12)CC(NC(C1=CC=CC=C1)(C1=CC=CC=C1)C1=CC=CC=C1)=O)=O)C1=CC=CC=C1